Cl.FC([C@@H]1[C@@H](CC1)N)(F)F |r| rac-(1r,2s)-2-(trifluoromethyl)cyclobutane-1-amine hydrochloride